C1(CC1)C1=NN(C=C1)CC(F)(F)F 3-Cyclopropyl-1-(2,2,2-trifluoroethyl)-1H-pyrazol